C(C)(C)OC(C(C)NP(=O)(OC1=C(C(=C(C(=C1F)F)F)F)F)OC1=CC=C(C=C1)C1(CC1)C)=O 2-(((4-(1-methylcyclopropyl)phenoxy)(perfluorophenoxy)phosphoryl)amino)propanoic acid (2S)-isopropyl ester